NC1=NC=C(C2=C1C(=NN2C2CC2)C2=CC(=C(C=C2)NS(=O)(=O)C2=C(C=CC=C2)F)F)C2CCC(CC2)NC2COC2 N-(4-(4-amino-1-cyclopropyl-7-((1r,4r)-4-(oxetan-3-ylamino)cyclohexyl)-1H-pyrazolo[4,3-c]pyridin-3-yl)-2-fluorophenyl)-2-fluorobenzenesulfonamide